3-(4,6-dimethylpyrimidin-2-yl)oxazolidin-5-one CC1=NC(=NC(=C1)C)N1COC(C1)=O